NCC(CN1N=CN(C1=O)CC=1SC(=CC1)C=1C=NC(=CC1)OC)=C(F)F 2-[2-(aminomethyl)-3,3-difluoro-allyl]-4-[[5-(6-methoxy-3-pyridinyl)-2-thienyl]methyl]-1,2,4-triazol-3-one